C1(=CC=CC=C1)COC=1C(C=CN2NC3N(C(C21)=O)CCOC3)=O 3,4,12,12a-tetrahydro-7-(phenylmethoxy)-1H-[1,4]oxazino[3,4-c]pyrido[2,1-f][1,2,4]triazine-6,8-dione